(1s,3s)-N-(2-(2-ethoxypyrimidin-4-yl)-1H-pyrrolo[3,2-c]pyridin-6-yl)-3-hydroxycyclobutanecarboxamide C(C)OC1=NC=CC(=N1)C1=CC=2C=NC(=CC2N1)NC(=O)C1CC(C1)O